COC([C@H](NC(C1=C(C=C(C=C1)C(C)=O)C)=O)C)=O (4-acetyl-2-methylbenzoyl)-D-alanine methyl ester